5-(4-cyclohexylbutoxy)oxy-6-benzenesulfonamido-N-carboxymethyl-isoindoline-1,3-dione C1(CCCCC1)CCCCOOC=1C=C2C(N(C(C2=CC1NS(=O)(=O)C1=CC=CC=C1)=O)CC(=O)O)=O